ClS(=O)(=O)[Si] chlorosulfonyl-silicon